C(C)C1(NC(N(C(C1)=O)[C@@H]1C[C@H](C2=CC=C(C=C12)C(=O)N[C@H]1[C@](CC2=CC=CC=C12)(C)O)OC)=N)CC (1R,3R)-3-(4,4-diethyl-2-imino-6-oxo-hexahydropyrimidin-1-yl)-N-[(1R,2R)-2-hydroxy-2-methyl-indan-1-yl]-1-methoxy-indane-5-carboxamide